BrC=1C=C(\C=N\C2=CC=C(C(=O)O)C=C2)C=C(C1OC(\C=C\C1=CC=CC=C1)=O)OC 4-((E)-((E)-3-bromo-4-(cinnamoyloxy)-5-methoxybenzylidene)amino)benzoic acid